C(C)(C)(C)OC(=O)N1CC(C1)C1=C(C=C(C=C1)S(=O)(=O)C(C)(C)C)Cl 3-(4-tert-Butylsulfonyl-2-chloro-phenyl)azetidine-1-carboxylic acid tert-butyl ester